NC=1N=C(NC1)C(CC(=O)N)C(=O)N aminoimidazolesuccinamide